N-(methylsulfonyl)azetidine-3-carboxamide CS(=O)(=O)NC(=O)C1CNC1